FC=1C(=NC(=NC1)NC=1C(=NN(C1)CCOC(C)C)C)N1C=C(C2=CC(=CC=C12)NC(C=C)=O)C N-[1-[5-fluoro-2-[[1-(2-isopropoxyethyl)-3-methyl-pyrazol-4-yl]amino]pyrimidin-4-yl]-3-methyl-indol-5-yl]prop-2-enamide